BrC1=CC(=NN1)C(F)(F)F 5-bromo-3-(trifluoromethyl)-1H-pyrazole